2-chloro-7-(1-methylcyclobutyl)imidazo[4,3-f][1,2,4]triazine ClC1=NN2C(C=N1)=CN=C2C2(CCC2)C